N-(5-chloro-6-(2-chloroethoxy)-7-cyano-1,2,3,4-tetrahydronaphthalen-1-yl)-1-(tetrahydro-2H-pyran-2-yl)-1H-pyrazole-4-carboxamide ClC1=C2CCCC(C2=CC(=C1OCCCl)C#N)NC(=O)C=1C=NN(C1)C1OCCCC1